C(C)(C)(C)N1C=2C(N=CC1)CC=CC2C2=NNC=1C2=NN(C(C1)=O)C1=C(C=CC=C1C)F tert-butyl-8-(5-(2-fluoro-6-methylphenyl)-6-oxo-5,6-dihydro-1H-pyrazolo[4,3-c]pyridazin-3-yl)-1,2,4a,5-tetrahydrobenzo[b]pyrazine